CC(C)C1OC(OC(O1)C(C)C)C(C)C 2,4,6-tris(propan-2-yl)-1,3,5-trioxane